COC=1C=C(CNC(C(C(CC)NC([C@H](CC(C)C)NC(=O)NCC2=CC=C(C=C2)OCCN(C)C)=O)=O)=O)C=C(C1)OC N-(3,5-dimethoxybenzyl)-3-((S)-2-(3-(4-(2-(dimethylamino)-ethoxy)benzyl)ureido)-4-methylpentanamido)-2-oxopentanamide